methyl 5-bromo-6-fluoro-pyridine-2-carboxylate BrC=1C=CC(=NC1F)C(=O)OC